FC=1C=NN2C1C(NC1=C(C(=CC=C21)CN2CC1=C(C2)C=C(O1)C=1C=CC(=NC1)C(=O)NC)F)=O 5-(5-((3,6-difluoro-4-oxo-4,5-dihydropyrazolo[1,5-a]quinoxalin-7-yl)methyl)-5,6-dihydro-4H-furo[2,3-c]pyrrol-2-yl)-N-methylpicolinamide